COC1=CC=C(CN2C(=NC=3C2=NC=CC3)CCC(=O)N([C@@H](C)C3=CC=CC=C3)C)C=C1 3-[3-(4-Methoxy-benzyl)-3H-imidazo[4,5-b]pyridin-2-yl]-N-methyl-N-((S)-1-phenyl-ethyl)-propionamide